NC=1NC(C=2N=CN(C2N1)[C@H]1C=C[C@H](C1)CO)=O 2-amino-9-[(1R,4S)-4-(hydroxymethyl)cyclopent-2-en-1-yl]-1H-purin-6-one